BrCC(CCCCCC)Br 1,2-dibromooctane